C([AlH]CCCCCCCCCCCCCCCC)(=O)[O-].[Fe+2].C([AlH]CCCCCCCCCCCCCCCC)(=O)[O-] iron aluminastearate